(R)-4-(2-acryloyl-1,2,3,4-tetrahydroisoquinolin-5-yl)-5-fluoro-2,3-dimethyl-1H-indole-7-carboxamide C(C=C)(=O)N1CC2=CC=CC(=C2CC1)C1=C2C(=C(NC2=C(C=C1F)C(=O)N)C)C